BrC1=C(C=C2C(=NC(=NC2=C1F)Cl)C1OC2(C1)CNCCC2)Cl (7-bromo-2,6-dichloro-8-fluoroquinazolin-4-yl)-1-oxa-6-azaspiro[3.5]nonane